FC1(CCC(CC1)NC=1N=CC2=C(N1)NC=C2C2C(OC1=CC=CC=C1C2=O)(C)C)F (2-((4,4-difluorocyclohexyl)amino)-7H-pyrrolo[2,3-d]pyrimidin-5-yl)-2,2-dimethylchroman-4-one